BrC1=C(C2=CN(N=C2C=C1)C)CBr 5-bromo-4-(bromomethyl)-2-methyl-2H-indazole